(2S,4R)-1-(2-(3-acetyl-5-(2-aminopyrimidin-5-yl)-1H-indazol-1-yl)acetyl)-N-(6-bromopyrazin-2-yl)-4-fluoropyrrolidine-2-carboxamide C(C)(=O)C1=NN(C2=CC=C(C=C12)C=1C=NC(=NC1)N)CC(=O)N1[C@@H](C[C@H](C1)F)C(=O)NC1=NC(=CN=C1)Br